Cl.Cl.OCCOC1=C(C=C(C=C1)N)N 1-β-hydroxyethyloxy-2,4-diaminobenzene dihydrochloride